tert-butyl 2-(2-(methylamino)-3-nitrophenoxy)acetate CNC1=C(OCC(=O)OC(C)(C)C)C=CC=C1[N+](=O)[O-]